6-(difluoromethyl)-2-hydroxypyridine-3-thiol FC(C1=CC=C(C(=N1)O)S)F